6-methoxy-N-(5-(methoxymethyl)-1H-pyrazol-3-yl)-2-(piperazin-1-yl)-7-(3-(pyrrolidin-1-yl)propoxy)quinazolin-4-amine COC=1C=C2C(=NC(=NC2=CC1OCCCN1CCCC1)N1CCNCC1)NC1=NNC(=C1)COC